methyl (2S)-2-[[2-[[(5-chloro-3-pyridyl)-methyl-amino]methyl]thiazole-5-carbonyl]amino]-3-cyclohexyl-propanoate ClC=1C=C(C=NC1)N(C)CC=1SC(=CN1)C(=O)N[C@H](C(=O)OC)CC1CCCCC1